methyl 2-{[(benzyloxy)carbonyl]amino}4-[(3-{2-[2-(3-{[(tertbutoxy)carbonyl]amino}propoxy)ethoxy]ethoxy}propyl)carbamoyl]butanoate C(C1=CC=CC=C1)OC(=O)NC(C(=O)OC)CCC(NCCCOCCOCCOCCCNC(=O)OC(C)(C)C)=O